N-ethoxycarbonyl-N'-(5-(4-chlorophenyl)-3-(1-methyl-1H-pyrazol-4-yl)pyrazin-2-yl)thiourea C(C)OC(=O)NC(=S)NC1=NC=C(N=C1C=1C=NN(C1)C)C1=CC=C(C=C1)Cl